C(C1=CC=CC=C1)OC(=O)NCC1(C2CCN(CC12)C(=O)OC(C)(C)C)C1=NOC(=C1)COC tert-butyl 7-((((benzyloxy)carbonyl)amino)methyl)-7-(5-(methoxymethyl)isoxazol-3-yl)-3-azabicyclo[4.1.0]heptane-3-carboxylate